3-(5-methoxy-2-methyl-4-nitro-phenyl)-9-methyl-3,9-diazaspiro[5.5]undecane COC=1C(=CC(=C(C1)N1CCC2(CC1)CCN(CC2)C)C)[N+](=O)[O-]